1-(3-fluorophenyl)-2,3,4,9-tetrahydro-1H-pyrido[3,4-b]indole FC=1C=C(C=CC1)C1NCCC2=C1NC1=CC=CC=C21